5-{(1RS)-2-[benzyl-((1RS)-(4-hydroxyphenyl)-1-methylethyl)amino]-1-hydroxyethyl}benzene-1,3-diol hydrobromide Br.C(C1=CC=CC=C1)N(C[C@H](O)C=1C=C(C=C(C1)O)O)C(C)(C)C1=CC=C(C=C1)O |r|